(S)-2-bromo-4-(3-((tert-butyldimethylsilyl)oxy)pyrrolidin-1-yl)pyridine BrC1=NC=CC(=C1)N1C[C@H](CC1)O[Si](C)(C)C(C)(C)C